(S)-2-(4-(7-(8-chloronaphthalen-1-yl)-8-fluoro-2-((tetrahydro-1H-pyrrolizin-7a(5H)-yl)methoxy)quinazolin-4-yl)-1-(2-fluoroacryloyl)piperazin-2-yl)acetonitrile ClC=1C=CC=C2C=CC=C(C12)C1=CC=C2C(=NC(=NC2=C1F)OCC12CCCN2CCC1)N1C[C@@H](N(CC1)C(C(=C)F)=O)CC#N